BrC=1C(=C(SC1C)C(C(C(=O)C1=C(C=CC=C1)F)C)=O)OC 1-(4-bromo-3-methoxy-5-methylthiophen-2-yl)-3-(2-fluorophenyl)-2-methylpropane-1,3-dione